2,3,4-tri-O-acetyl-α-D-glucuronic acid methyl ester trichloroacetoimidate ClC(C(O)=N)(Cl)Cl.COC([C@@H]1[C@H]([C@@H]([C@H]([C@@H](O)O1)OC(C)=O)OC(C)=O)OC(C)=O)=O